C(C)(C)OC1=CC=C(C=N1)CN1[C@H]2COC[C@@H]1CNC2 |r| rac-(1R,5S)-9-[(6-isopropoxy-3-pyridyl)methyl]-3-oxa-7,9-diazabicyclo[3.3.1]nonane